C1(=CC=CC=C1)C1=NN=NC(=C1)C1=CC=CC=C1 4,6-diphenyltriazine